2-(benzyloxy)-9,9-dimethyl-6-tosyl-6,7,8,9-tetrahydropyrazolo[1,5-a][1,5]naphthyridine C(C1=CC=CC=C1)OC1=NN2C(C=CC=3N(CCC(C23)(C)C)S(=O)(=O)C2=CC=C(C)C=C2)=C1